2-chloro-N-(p-methylphenyl)acetamide ClCC(=O)NC1=CC=C(C=C1)C